2-(6-Chloro-benzothiazol-2-ylamino)-1-methyl-1H-benzoimidazole-5-carboxylic acid [((R)-2-hydroxy-propylcarbamoyl)-methyl]-amide O[C@@H](CNC(=O)CNC(=O)C1=CC2=C(N(C(=N2)NC=2SC3=C(N2)C=CC(=C3)Cl)C)C=C1)C